(R)-N-(4-(dimethylamino)phenethyl)-4-fluoro-2-(3-((5-(trifluoromethyl)pyridin-2-yl)oxy)pyrrolidine-1-carbonyl)benzamide CN(C1=CC=C(CCNC(C2=C(C=C(C=C2)F)C(=O)N2C[C@@H](CC2)OC2=NC=C(C=C2)C(F)(F)F)=O)C=C1)C